N-(3,4-Dimethylphenyl)-N1-(3-methoxyphenyl)-6-pyrrolidin-1-yl-[1,3,5]triazine-2,4-diamine hydrochloride Cl.CC=1C=C(C=CC1C)NC1N(C(=NC(=N1)N)N1CCCC1)C1=CC(=CC=C1)OC